2-methyl-mercaptobenzimidazole Ethyl-(E)-3-(3,5-difluoro-4-iodophenyl)acrylate C(C)OC(\C=C\C1=CC(=C(C(=C1)F)I)F)=O.CC=1NC2=C(N1)C=CC=C2S